1-(2-(5-chloro-2-(trifluoromethyl)benzyl)-2,8-diazaspiro[4.5]decane-8-carbonyl)-1H-pyrazole-3-carboxamide ClC=1C=CC(=C(CN2CC3(CC2)CCN(CC3)C(=O)N3N=C(C=C3)C(=O)N)C1)C(F)(F)F